(Z)-3-(10-(Azidomethyl)-2,4-dioxo-1,2,3,4-tetrahydro-5H-naphtho[1,2-b][1,4]diazepin-5-yl)-N'-hydroxybenzimidamide N(=[N+]=[N-])CC1=CC=C2C=CC3=C(NC(CC(N3C=3C=C(/C(/N)=N/O)C=CC3)=O)=O)C2=C1